tert-butyl (1-(4-((3-amino-6-chloroisoquinolin-4-yl)ethynyl)benzoyl)piperidin-4-yl)carbamate NC=1N=CC2=CC=C(C=C2C1C#CC1=CC=C(C(=O)N2CCC(CC2)NC(OC(C)(C)C)=O)C=C1)Cl